FC=1C=CC(=NC1)C1=NN(C(=C1)C(=O)OCC)CC(C(F)(F)F)O ethyl 3-(5-fluoropyridin-2-yl)-1-(3,3,3-trifluoro-2-hydroxypropyl)-1H-pyrazole-5-carboxylate